ClC1=C(C=CC=C1)C=1N(C2=NC(=NC(=C2N1)N1CCC(CC1)(C(=O)N)C)NCCO)C1=CC=C(C=C1)Cl 1-[8-(2-chlorophenyl)-9-(4-chlorophenyl)-2-(2-hydroxyethylamino)purin-6-yl]-4-methyl-piperidine-4-carboxamide